NC=1C(=NC(=CN1)C=1C=NN(C1)C1CCN(CC1)C(=O)OC(C)(C)C)C(=O)O[C@@H](C(=O)NC1=CC(=C(C=C1)F)F)C1=CC=CC=C1 (R)-2-((3,4-difluorophenyl)amino)-2-oxo-1-phenylethyl 3-amino-6-(1-(1-(tert-butoxycarbonyl)piperidin-4-yl)-1H-pyrazol-4-yl)pyrazine-2-carboxylate